NC1=C(C=C(C=C1)C=1SC=CC1)NC(=O)C=1N=NC(=CC1)S(=O)(=N)C N-[2-amino-5-(2-thienyl)phenyl]-6-(methylsulfonimidoyl)pyridazine-3-carboxamide